BrC1=CC=C(C=C1)C=CC(C=C)=O 5-(4-bromophenyl)-1,4-pentadien-3-one